isopropyl (1S,3S)-3-((6-(5-((((2-cyclopropylethyl)carbamoyl)oxy)methyl)-1-methyl-1H-1,2,3-triazol-4-yl)pyridin-3-yl)oxy)cyclohexane-1-carboxylate C1(CC1)CCNC(=O)OCC1=C(N=NN1C)C1=CC=C(C=N1)O[C@@H]1C[C@H](CCC1)C(=O)OC(C)C